N-((S)-(7-((S*)-Cyclopropyl(4,4,4-trifluorobutanamido)methyl)imidazo[1,2-a]pyrimidin-2-yl)(4,4-difluorocyclohexyl)methyl)-1-(3,3,3-trifluoropropyl)-1H-pyrazole-3-carboxamide C1(CC1)[C@@H](C1=NC=2N(C=C1)C=C(N2)[C@@H](NC(=O)C2=NN(C=C2)CCC(F)(F)F)C2CCC(CC2)(F)F)NC(CCC(F)(F)F)=O |o1:3|